FC(C1CC(N(CC1)S(=O)(=O)C1=CC=C(C)C=C1)C1=C(C=O)C=CC=C1)F (4-(difluoromethyl)-1-p-toluenesulfonylpiperidin-2-yl)benzaldehyde